NC=1C2=C(N=CN1)N(C(=C2C2=CC=C(C=C2)OC2=NC(=CC=C2)C)C2CN(CC2O)C(=O)OC(C)(C)C)C tert-butyl 3-(4-amino-7-methyl-5-[4-[(6-methylpyridin-2-yl)oxy]phenyl]pyrrolo[2,3-d]pyrimidin-6-yl)-4-hydroxypyrrolidine-1-carboxylate